NC1=C(C2=CC=CC=C2C=C1)P(C)(C)=O (2-aminonaphthalene-1-yl)dimethyl-phosphine oxide